(2R,3S)-2-(tert-butoxycarbonylamino)-3-hydroxy-4-methyl-pentanoic acid C(C)(C)(C)OC(=O)N[C@@H](C(=O)O)[C@H](C(C)C)O